BrC1=CC=C(C=C1)C(CO)(C)C=1N=C(SC1)NC(C)=O N-(4-(2-(4-bromophenyl)-1-hydroxypropan-2-yl)thiazol-2-yl)acetamide